N-((1s,3s)-3-(6-((1-(6-(2-((2-(2,6-dioxopiperidin-3-yl)-1,3-dioxoisoindolin-4-yl)oxy)acetamido)hexyl)piperidin-4-yl)amino)-9H-purin-9-yl)cyclobutyl)-6-methylpicolinamide O=C1NC(CC[C@@H]1N1C(C2=CC=CC(=C2C1=O)OCC(=O)NCCCCCCN1CCC(CC1)NC1=C2N=CN(C2=NC=N1)C1CC(C1)NC(C1=NC(=CC=C1)C)=O)=O)=O